C(C=C)C1COC2(N(C1=O)C(C)C)C=CC(C=C2)=O 3-allyl-5-isopropyl-1-oxa-5-azaspiro[5.5]undec-7,10-diene-4,9-dione